6-(Dimethylphosphoryl)-2-methyl-N-{(1R)-1-[2-methyl-3-(trifluoromethyl)phenyl]ethyl}-7-(trifluoromethyl)pyrido[2,3-d]pyrimidin-4-amine CP(=O)(C)C1=CC2=C(N=C(N=C2N[C@H](C)C2=C(C(=CC=C2)C(F)(F)F)C)C)N=C1C(F)(F)F